C1(=CC=CC=C1)C1(C(C(C(C(C1)C1=CC=C(C=C1)C)C(C1=CC=CC=C1)=O)C1=CC=C(C=C1)C)C(C1=CC=CC=C1)=O)O 1-phenyl-3,5-di-p-tolyl-2,4-dibenzoyl-1-cyclohexanol